OS(=O)(=O)C(F)(F)F.C(CCC)N1CN(C=C1)CCCC 1,3-dibutylimidazole triflate